tert-butyl (4R)-4-[2-(4-fluorophenyl)ethyl]-2,2-dimethyl-1,3-oxazolidine-3-carboxylate FC1=CC=C(C=C1)CC[C@H]1N(C(OC1)(C)C)C(=O)OC(C)(C)C